ClC=1C=C(C=CC1)C=1C=C(C(=NC1)C(=O)O)OCC 5-(3-chlorophenyl)-3-ethoxypyridine-2-carboxylic acid